ClC=1C=C(C=CC1)C1=CNC=2N=CN=C(C21)N2CCN(CC2)C 5-(3-chlorophenyl)-4-(4-methylpiperazin-1-yl)-7H-pyrrolo[2,3-d]pyrimidine